O1CCC(CC1)C(=O)OCCN1N=C(C=2C(NCC3(CCOCC3)CC21)=O)CC 2-(3-ethyl-4-oxo-spiro[6,8-dihydro-5H-pyrazolo[4,3-c]azepine-7,4'-tetrahydropyran]-1-yl)ethyl tetra-hydropyran-4-carboxylate